OC1=CC=C(C=C1)C(C=CC1=CC(=CC=C1)F)=O 1-(4-hydroxyphenyl)-3-(3-fluorophenyl)-2-propen-1-one